O=S1(CCCC1)=O (2S)-1,1-dioxothiolan